C(C)(=O)OCC\C=C/CC cis-3-Hexen-1-Yl Acetate